3',5'-di-tert-butyl-[1,1'-biphenyl]-3,5-diamine C(C)(C)(C)C=1C=C(C=C(C1)C(C)(C)C)C1=CC(=CC(=C1)N)N